ClC=1C(=C(C=CC1OC1=NN(C=C1)C)NC=1C2=C(N=CN1)C=CC(=N2)O[C@@H]2CNCC2)F N-[3-chloro-2-fluoro-4-(1-methylpyrazol-3-yl)oxy-phenyl]-6-[(3S)-pyrrolidin-3-yl]oxy-pyrido[3,2-d]pyrimidin-4-amine